(1R,1'R)-1,1'-([1,1'-biphenyl]-4,4'-diyl)bis(butan-1-ol) C1(=CC=C(C=C1)[C@@H](CCC)O)C1=CC=C(C=C1)[C@@H](CCC)O